NC=1N=NC(=CC1N1C[C@H]2CC[C@@H](C1)N2C=2C=C(OC1CCN(CC1)C1CCC(CC1)C1=C3CCN(C3=CC=C1)C1C(NC(CC1)=O)=O)C=CC2)C2=C(C=CC=C2)O 3-(4-((1R,4r)-4-(4-(3-((1R,5S)-3-(3-amino-6-(2-hydroxyphenyl)pyridazin-4-yl)-3,8-diazabicyclo[3.2.1]octan-8-yl)phenoxy)piperidin-1-yl)cyclohexyl)indolin-1-yl)piperidine-2,6-dione